α-aminoethylaminopropyl-trimethoxysilane NC(C)NCCC[Si](OC)(OC)OC